N-(3,7,11,15-tetramethylhexadecyl)-2,2,2-trifluoroethylammonium tetrakis(pentafluorophenyl)borate FC1=C(C(=C(C(=C1[B-](C1=C(C(=C(C(=C1F)F)F)F)F)(C1=C(C(=C(C(=C1F)F)F)F)F)C1=C(C(=C(C(=C1F)F)F)F)F)F)F)F)F.CC(CC[NH2+]CC(F)(F)F)CCCC(CCCC(CCCC(C)C)C)C